ethyl 2-(3-(2-methoxy-5-(methoxycarbonyl) phenyl) ureido)-4-methylthiophene-3-carboxylate COC1=C(C=C(C=C1)C(=O)OC)NC(NC=1SC=C(C1C(=O)OCC)C)=O